6-(3-((benzyloxy)methyl)-4-ethyl-5-oxo-4,5-dihydro-1H-1,2,4-triazol-1-yl)-7-fluoro-4-isopropyl-2-(2-(trifluoromethyl)phenyl)isoquinolin-1(2H)-one C(C1=CC=CC=C1)OCC1=NN(C(N1CC)=O)C=1C=C2C(=CN(C(C2=CC1F)=O)C1=C(C=CC=C1)C(F)(F)F)C(C)C